O(C1=CC=CC=C1)P1OC2=C(C3=C(O1)C=CC=1C=CC=CC13)C1=CC=CC=C1C=C2 (R)-4-phenoxydinaphtho[2,1-d:1',2'-f][1,3,2]dioxaphosphepin